2-methyl-2-benzyloxycarbonyl-1,3-propanediol CC(CO)(CO)C(=O)OCC1=CC=CC=C1